2-methyl-8-quinolinate CC1=NC2=C(C=CC=C2C=C1)C(=O)[O-]